[Cl-].C(C)(C)(C)C=1C=C(C=C(C1)C(C)(C)C)[N+]#N 3,5-di-tert-butylbenzenediazonium chloride